CC(C)(C)C1=C(C=CC=C1)OC1=NC=C(C=N1)N1C(NC(C1=O)(C)C)=O 3-(2-{[2-(1,1-dimethylethyl)phenyl]oxy}-5-pyrimidinyl)-5,5-dimethyl-2,4-imidazolidinedione